N-(3-(3-(cyanomethyl)-1-(4-methyl-4H-1,2,4-triazol-3-yl)cyclobutyl)phenyl)-6-(pyrrolidin-1-ylmethyl)imidazo[1,2-a]pyridine-8-carboxamide C(#N)CC1CC(C1)(C1=NN=CN1C)C=1C=C(C=CC1)NC(=O)C=1C=2N(C=C(C1)CN1CCCC1)C=CN2